N-(3-(fluoromethyl)oxetan-3-yl)-4-(4-isobutyrylpiperazin-1-yl)-1-(5-vinyl-1,3,4-thiadiazol-2-yl)-1H-indazole-6-sulphonamide FCC1(COC1)NS(=O)(=O)C1=CC(=C2C=NN(C2=C1)C=1SC(=NN1)C=C)N1CCN(CC1)C(C(C)C)=O